3-(2-(4-(p-tolyl)piperazin-1-yl)ethyl)-2-oxa-8-azaspiro[4.5]decan-1-one C1(=CC=C(C=C1)N1CCN(CC1)CCC1OC(C2(C1)CCNCC2)=O)C